C(C)(C)(C)OC(C(C(C1=C(C=2N(C=C1)C(=NN2)C(F)F)C)C2=CC(=C(C=C2)C)CO[Si](C)(C)C(C)(C)C)(C)C)=O.C(CCC)[Sn]CCCC Dibutyl-Tin tert-butyl-3-(3-(((tert-butyldimethylsilyl)oxy)methyl)-4-methylphenyl)-3-(3-(difluoromethyl)-8-methyl-[1,2,4]triazolo[4,3-a]pyridin-7-yl)-2,2-dimethylpropanoate